4-[(2R,5R)-5-[[bis(4-methoxyphenyl)-phenyl-methoxy]methyl]-2-(2,4-dioxopyrimidin-1-yl)-4-(2-octadecoxyethoxy)tetrahydrofuran-3-yl]oxy-4-oxo-butanoic acid COC1=CC=C(C=C1)C(OC[C@@H]1C(C([C@@H](O1)N1C(NC(C=C1)=O)=O)OC(CCC(=O)O)=O)OCCOCCCCCCCCCCCCCCCCCC)(C1=CC=CC=C1)C1=CC=C(C=C1)OC